4-neopentyloxy-butylamine C(C(C)(C)C)OCCCCN